2-methyl-N-((1R)-1-(2-((tetrahydrofuran-3-yl)methoxy)quinolin-4-yl)ethyl)benzamide CC1=C(C(=O)N[C@H](C)C2=CC(=NC3=CC=CC=C23)OCC2COCC2)C=CC=C1